2'-amino-1,1'-biphenyl-2-methanesulfonate NC1=C(C=CC=C1)C=1C(=CC=CC1)CS(=O)(=O)[O-]